C(#N)C1=CC=C(C=C1)C1=NC(=NC=C1OC)NC1=CC=C(C(=O)NC2=C(C=CC(=C2)CN2CCOCC2)C)C=C1 4-[4-(4-cyano-phenyl)-5-methoxy-pyrimidin-2-ylamino]-N-(2-methyl-5-morpholin-4-ylmethyl-phenyl)-benzamide